CC1=C(C=CC=C1N)C1=CC(=CC=C1)N methyl-[1,1'-biphenyl]-3,3'-diamine